di-tert-butyl 1-allyl-6-chloro-3,4-dihydro-1H-pyrido[3,4-b]indole-2,9-dicarboxylate C(C=C)C1N(CCC2=C1N(C1=CC=C(C=C21)Cl)C(=O)OC(C)(C)C)C(=O)OC(C)(C)C